C(CS)(=O)OC(CS)=O thioglycolic acid anhydride